CC1=CC=C2C=CC=[NH+]C2=C1 7-methylquinolinium